C1(C=CC=C1)C1[Ta]CCC1 cyclopentadienyl-tantalacyclopentane